5-(1-benzyl-1,4,5,6-tetrahydropyridin-3-yl)-2-methoxybenzoic acid C(C1=CC=CC=C1)N1C=C(CCC1)C=1C=CC(=C(C(=O)O)C1)OC